6-(hydroxymethyl)quinoline-4-carboxylic acid methyl ester COC(=O)C1=CC=NC2=CC=C(C=C12)CO